FC(OC1=CC=C(COC=2C=C(C=NC2)C2=CC(=NC=C2)C2C(C2)C(=O)O)C=C1)(F)F 2-(5-{[4-(trifluoromethoxy)benzyl]oxy}-3,4'-bipyridin-2'-yl)cyclopropanecarboxylic acid